CC=1N(C(=CC1)C)C1=NN2C(C=C(C=C2)C2=NC(=CC=C2)C=2C=NN(C2)C(CCF)C2=CC=C(C=C2)F)=N1 2-(2,5-dimethyl-1H-pyrrol-1-yl)-7-(6-(1-(3-fluoro-1-(4-fluorophenyl)-propyl)-1H-pyrazol-4-yl)pyridin-2-yl)-[1,2,4]triazolo[1,5-a]pyridine